2,5-dinitrosalicylaldehyde [N+](=O)([O-])C1(C(C=O)C=C(C=C1)[N+](=O)[O-])O